NC=1SC(=CN1)C(=O)NC1=C(C=CC=C1C)Cl 2-amino-N-(2-chloro-6-methylphenyl)thiazole-5-carboxamide